N4-(2-fluoro-6-(trifluoromethyl)benzyl)-N2,N2-dimethylpyrido[2,3-d]pyrimidine-2,4-diamine FC1=C(CNC=2C3=C(N=C(N2)N(C)C)N=CC=C3)C(=CC=C1)C(F)(F)F